14-([1,1':3',1''-terphenyl]-5'-yl)-9-(4-(triphenylen-2-yl)phenyl)-9,14-dihydrodibenzo[2,3:6,7]azepino[4,5-b]indole C1(=CC=CC=C1)C1=CC(=CC(=C1)N1C2=C(C=3C=CC=CC13)C1=C(N(C3=C2C=CC=C3)C3=CC=C(C=C3)C3=CC=2C4=CC=CC=C4C4=CC=CC=C4C2C=C3)C=CC=C1)C1=CC=CC=C1